CC(C(=O)NC1=C2C=CN(C2=CC=C1)C1=CC(=NC=C1)NC(=O)C1CC1)=C(C)C N-(4-(4-(2,3-Dimethylbut-2-enamido)-1H-indol-1-yl)pyridin-2-yl)cyclopropancarboxamid